CN(/C=C/C(=O)NCC)C (E)-3-(dimethylamino)-N-ethylacrylamide